Br[C@@H](C(=O)NC1=CC(=C(C(=O)N)C=C1)F)CC 4-{[(2R)-2-bromobutanoyl]Amino}-2-fluorobenzamide